3-((S)-2-methyl-1-(5,6,7,8-tetrahydronaphthalene-1-carboxamido)Propyl)-4,5-dihydroisoxazole-5-carboxamide CC([C@H](NC(=O)C1=CC=CC=2CCCCC12)C1=NOC(C1)C(=O)N)C